4-((5-(1,5-naphthyridin-2-yl)pyrrolo[2,1-f][1,2,4]triazin-2-yl)amino)cyclohexane-1-ol N1=C(C=CC2=NC=CC=C12)C=1C=CN2N=C(N=CC21)NC2CCC(CC2)O